O=C([C@H](O)[C@@H](O)[C@@H](O)[C@H](O)C(=O)O)O.N1=CC=CC(=C1)C1N(C)CCC1 nicotine galactarate